4-ethoxy-N-(7-methoxy-2-methyl-2H-indazol-5-yl)-2-(3-(methylamino)pyrrolidin-1-yl)pyrimidine-5-carboxamide formate C(=O)O.C(C)OC1=NC(=NC=C1C(=O)NC1=CC2=CN(N=C2C(=C1)OC)C)N1CC(CC1)NC